1,3-diethyl-aminomethyl-tetramethyl-disiloxane C(C)[Si](O[Si](CC)(C)C)(CCN)C